8-Oxa-2-aza-spiro[4.5]decane-2-carboxylic acid (4-methoxy-7-{1-[(R)-1-(tetrahydro-pyran-3-yl)methyl]-1H-pyrazol-4-yl}-thiazolo[4,5-c]pyridin-2-yl)-amide COC1=NC=C(C2=C1N=C(S2)NC(=O)N2CC1(CC2)CCOCC1)C=1C=NN(C1)C[C@@H]1COCCC1